NC1=C(C=CC=C1)C=1OC[C@@H](N1)C(C)C (S)-2-(2-aminophenyl)-4-(isopropyl)-4,5-dihydrooxazole